C(#N)C(C)(C)N1N=C(C(=C1)NC1=NC=C(C(=N1)OCC1CC(C1)(F)F)C#N)C 2-((1-(2-cyanopropan-2-yl)-3-methyl-1H-pyrazol-4-yl)amino)-4-((3,3-difluorocyclobutyl)methoxy)pyrimidine-5-carbonitrile